C(#C)C1C(C1)(F)F 2-ethynyl-1,1-difluoro-cyclopropane